5-{4-amino-5-[(3,3-difluoroazetidin-1-yl)methyl]pyrrolo[2,1-f][1,2,4]triazin-7-yl}-N-[(3R,4S)-1-cyclopropylmethanesulfonyl-4-fluoropyrrolidin-3-yl]-2-(methoxy-d3)nicotinamide NC1=NC=NN2C1=C(C=C2C=2C=NC(=C(C(=O)N[C@@H]1CN(C[C@@H]1F)S(=O)(=O)CC1CC1)C2)OC([2H])([2H])[2H])CN2CC(C2)(F)F